FC1=CC2=C(C(NO2)=O)C=C1 6-fluorobenzo[d]isoxazol-3(2H)-one